NC1=NC=CC2=C(C=CC=C12)C1=CC=C2CC[C@H](C2=C1)OC1=C(C=CC(=C1)C#N)CC(=O)O (R)-2-(2-((6-(1-aminoisoquinolin-5-yl)-2,3-dihydro-1H-inden-1-yl)oxy)-4-cyanophenyl)acetic acid